C(CCCCC)OCCCCCCCCCCC n-hexyl-n-Undecyl ether